(S)-4-(1-acetyl-4-acryloylpiperazin-2-yl)-6,6'-dichloro-N-methyl-[2,4'-bipyridine]-2'-carboxamide C(C)(=O)N1[C@H](CN(CC1)C(C=C)=O)C1=CC(=NC(=C1)Cl)C1=CC(=NC(=C1)Cl)C(=O)NC